(S,E)-N'-((4-chlorophenyl)sulfonyl)-3-(4-fluorophenyl)-N-(2-methyl-2-(sulfamoylamino)propyl)-4-phenyl-4,5-dihydro-1H-pyrazole-1-carboximidamide ClC1=CC=C(C=C1)S(=O)(=O)\N=C(/NCC(C)(NS(N)(=O)=O)C)\N1N=C([C@H](C1)C1=CC=CC=C1)C1=CC=C(C=C1)F